C(C)(=O)N1C(CN(C(C1)=O)C(C)=O)=O 1,4-diacetyl-2,5-piperazinedione